C(C)(=O)OCOC=1C(=NC=CC1OC)C(=O)N[C@@H](C)C(=O)O[C@@H](C)[C@@H](C(C)C)C1=C(C=C(C=C1)F)C (2S,3S)-3-(4-fluoro-2-methylphenyl)-4-methylpentan-2-yl N-{[3-(acetoxymethoxy)-4-methoxypyridin-2-yl]carbonyl}-L-alaninate